(3R)-3-hydroxy-2-(methylamino)butanoic acid O[C@@H](C(C(=O)O)NC)C